N,1-dimethylbutane-3-carboxamide CNC(=O)C(CCC)C